1-cyclopropyl-4-(6-aminopyridin-3-yl)piperazine trans-4-(4-Methoxyphenyl)-5-methylpiperidine-1,3-dicarboxylate COC1=CC=C(C=C1)C1C(CN(CC1C)C(=O)O)C(=O)O.C1(CC1)N1CCN(CC1)C=1C=NC(=CC1)N